FC(C(=O)NC=1C=C2C(=CN1)N(C=C2C2=CC(=C1C(=N2)C2(OCC1)COCC2)OC2COC2)C)(F)F 2,2,2-trifluoro-N-(1-methyl-3-(4'-(oxetan-3-yloxy)-4,5,5',6'-tetrahydro-2H-spiro[furan-3,8'-pyrano[3,4-b]pyridin]-2'-yl)-1H-pyrrolo[2,3-c]pyridin-5-yl)acetamide